6-(2-methoxyethoxy)-1H-indole-3-sulfonyl chloride COCCOC1=CC=C2C(=CNC2=C1)S(=O)(=O)Cl